BrC=1C=CC=C2C(C(N(C12)CCCCC)=O)(CC(=O)C1=CC2=CC=CC=C2C=C1)O 7-bromo-3-hydroxy-3-(2-(naphthalen-2-yl)-2-oxoethyl)-1-pentylindolin-2-one